(3aR,6aR)-5-cyano-N-(4-(2-methylpyridin-4-yl)phenyl)hexahydro-pyrrolo[3,4-b]pyrrole-1(2H)-carboxamide C(#N)N1C[C@@H]2N(CC[C@@H]2C1)C(=O)NC1=CC=C(C=C1)C1=CC(=NC=C1)C